[(3R,6R,7S,8S)-7-methoxy-8-[(2R,3R)-2-methyl-3-(3-methylbut-2-enyl)oxiran-2-yl]-2-oxaspiro[2.5]octan-6-yl] (E)-3-[4-[2-(dimethylamino)ethoxy]phenyl]prop-2-enoate CN(CCOC1=CC=C(C=C1)/C=C/C(=O)O[C@@H]1CC[C@@]2(OC2)[C@H]([C@@H]1OC)[C@]1(O[C@@H]1CC=C(C)C)C)C